(S)-2-((tert-butoxycarbonyl)amino)-4-(2,5-dioxo-2,5-dihydro-1H-pyrrol-1-yl)butanoic acid C(C)(C)(C)OC(=O)N[C@H](C(=O)O)CCN1C(C=CC1=O)=O